N-(8-fluoro-2-methyl-imidazo[1,2-a]pyridin-6-yl)-5-hydroxy-2-methyl-4-[(3S)-3-(methylamino)pyrrolidin-1-yl]-indazole-7-carboxamide FC=1C=2N(C=C(C1)NC(=O)C1=CC(=C(C3=CN(N=C13)C)N1C[C@H](CC1)NC)O)C=C(N2)C